BrC1=C(C2=C(S1(=O)=O)C=C(C=C2)O)Br 2,3-dibromo-6-hydroxybenzo[b]thiophene 1,1-dioxide